2-(4-methylmercaptobenzoyl)-2-morpholinyl-propane 5,7-dimethyl-1H-indole-1-carboxylate CC=1C=C2C=CN(C2=C(C1)C)C(=O)O.CSC1=CC=C(C(=O)C(C)(C)N2CCOCC2)C=C1